FC(=CC(F)F)F 1,1,3,3-tetrafluoro-1-propene